N-(2-bromobenzyl)propionamide BrC1=C(CNC(CC)=O)C=CC=C1